ClC(C(=O)C1=CC=CC=C1)CCl 2,3-dichloropropiophenone